C(C)(C)C=1OC(=CC1)COC(C)=O isopropyl-5-(acetoxymethyl)furan